BrC=1C=C(C=C(C1)Cl)C(C1=NN=CN1C)C1COC1 3-((3-bromo-5-chlorophenyl)(oxetan-3-yl)methyl)-4-methyl-4H-1,2,4-triazole